Ethyl 1-(4-(3-bromo-4-chloro-2-oxopyridin-1(2H)-yl)phenyl)-5-(trifluoromethyl)-1H-pyrazole-4-carboxylate BrC=1C(N(C=CC1Cl)C1=CC=C(C=C1)N1N=CC(=C1C(F)(F)F)C(=O)OCC)=O